2-[3-(But-2-ynoylamino)propyl]-N-[(1R)-1-(3,4-dimethoxyphenyl)ethyl]-5-(4-ethylpiperazin-1-yl)benzamide C(C#CC)(=O)NCCCC1=C(C(=O)N[C@H](C)C2=CC(=C(C=C2)OC)OC)C=C(C=C1)N1CCN(CC1)CC